O.OP([O-])(=O)OP(=O)([O-])[O-].[NH4+].[NH4+].[NH4+] triammonium hydrogen pyrophosphate monohydrate